COC[C@@H](CC(C)C)NC=1N(C(CN1)=O)C 2-[[(1R)-1-(methoxymethyl)-3-methyl-butyl]amino]-1-methyl-4H-imidazol-5-one